5-benzyloxy-1-[4-(3,5-dichlorophenyl)piperazin-1-yl]-2-methyl-pentane-1,4-dione C(C1=CC=CC=C1)OCC(CC(C(=O)N1CCN(CC1)C1=CC(=CC(=C1)Cl)Cl)C)=O